C(=O)(OCC1=CC=CC=C1)N1C[C@@H](CC1)O (R)-1-Cbz-3-pyrrolidinol